O1COC2=C1C=CC(=C2)OCC2=C(C(=O)OC)C=C(C(=C2)F)F Methyl 2-[(1,3-benzodioxol-5-yloxy)methyl]-4,5-difluorobenzoate